C(#N)C1=CC=C(C=C1)NC=1C2=C(N=C(N1)SC1(CCC1)C(=O)O)CCS2 ((4-((4-cyanophenyl)amino)-6,7-dihydrothieno[3,2-d]pyrimidin-2-yl)thio)cyclobutane-1-carboxylic acid